4-[6-(2,5-dimethyl-pyrrol-1-yl)-4-methoxy-pyridin-3-yl]-piperazine-1-carboxylic acid tert-butylester C(C)(C)(C)OC(=O)N1CCN(CC1)C=1C=NC(=CC1OC)N1C(=CC=C1C)C